5-(3,5-dimethylisoxazol-4-yl)-1-(3-fluoro-4-hydroxybenzoyl)-3-methyl-1,3-dihydro-2H-benzo[d]imidazol-2-one CC1=NOC(=C1C1=CC2=C(N(C(N2C)=O)C(C2=CC(=C(C=C2)O)F)=O)C=C1)C